FC=1C(=NC=2N(C1)N=CC2)C=2NC1=CC=C(C=C1C2C(C)C)C2CCNCC2 6-fluoro-5-(3-isopropyl-5-(piperidin-4-yl)-1H-indol-2-yl)pyrazolo[1,5-a]pyrimidine